[C@H](C)(CC)N1N=CC=2N=C(N=C(C21)NC(C2=NC1=CC=CC=C1N=C2)C2CC2)N2CCN(CC2)C(=O)N 4-{1-((S)-sec-butyl)-7-[(cyclopropyl-quinoxalin-2-yl-methyl)-amino]-1H-pyrazolo[4,3-d]pyrimidin-5-yl}-piperazine-1-carboxylic acid amide